C(C)(C)OC(\C=C/C(=O)O)=O.C=C(C)C isobutene monoisopropyl-maleate